C(CCC)N(CCCCCCC)CCCC N,N-dibutylheptanamine